phenylalanine calcium salt [Ca+2].N[C@@H](CC1=CC=CC=C1)C(=O)[O-].N[C@@H](CC1=CC=CC=C1)C(=O)[O-]